C(N)(OCCCCNC1=C(C=CC(=C1)C=1OC(NN1)=O)C(F)(F)F)=O {4-[5-(5-oxo-4,5-dihydro-1,3,4-oxadiazol-2-yl)-2-(trifluoromethyl) anilino] butyl} carbamate